[Ag].[U] Uranium-silver